tert-butyl (3-cyano-4-(5,5-dimethyl-1,3,2-dioxaborolan-2-yl)benzothiophen-2-yl)carbamate C(#N)C1=C(SC2=C1C(=CC=C2)B2OC(CO2)(C)C)NC(OC(C)(C)C)=O